1-(5-(2-hydroxyethyl)-4-methylthiazol-2-yl)ethanone OCCC1=C(N=C(S1)C(C)=O)C